N[C@@H](CS(=O)(O)=O)C(=O)O.O=C(O)[C@@H](N)CC1=CC=C(O)C(O)=C1 DOPA cysteate